OC1=CC=C2C(C=C(OC2=C1)C1=CC(=CC=C1)O)=O 7,3'-Dihydroxyflavone